C(C)(C)[C@@H]1[C@H](C2C=CC1C2)NC(C)=O |r| N-[rac-(2S,3S)-3-isopropyl-2-bicyclo[2.2.1]hept-5-enyl]acetamide